5-chloro-N-(1,1-dimethylsilacyclohexan-4-yl)-4-fluoro-6-methyl-1H-pyrrolo[2,3-b]pyridine-2-carboxamide ClC=1C(=C2C(=NC1C)NC(=C2)C(=O)NC2CC[Si](CC2)(C)C)F